C(#N)C1=NC2=CC(=CC(=C2N=C1N1CCC(CC1)N1N=CC(=C1)C)[C@@H](C)NC1=C(C(=O)O)C=CC=C1)C (R)-2-((1-(2-cyano-7-methyl-3-(4-(4-methyl-1H-pyrazol-1-yl)piperidin-1-yl)quinoxalin-5-yl)ethyl)amino)-benzoic acid